C1(=CC=C(C=C1)C=1C=C2C(=NC1)NC(=C2)C(=O)O)C2=CC=CC=C2 5-([1,1'-biphenyl]-4-yl)-1H-pyrrolo[2,3-b]pyridine-2-carboxylic acid